1-(4-methylphenyl)-3-[(6-methyl-1H-benzimidazol-2-yl)sulfanyl]prop-2-en-1-one CC1=CC=C(C=C1)C(C=CSC1=NC2=C(N1)C=C(C=C2)C)=O